BrC1=CC=C(OC=2C=CC(=C3C=CC=NC23)CNC(C=C)=O)C=C1 N-[{8-(4-bromophenoxy)quinolin-5-yl}methyl]acrylamide